C(C=C)N1N=C(C(C(=C1)C1=CC=C(C=C1)F)=O)C(=O)NC1=NC=C(C=C1)OC1=C(C(=NC=C1)N)Cl allyl-N-(5-((2-amino-3-chloropyridin-4-yl)oxy)pyridin-2-yl)-5-(4-fluorophenyl)-4-oxo-1,4-dihydropyridazine-3-carboxamide